C(C)N=C=NCC 1,3-diethylcarbodiimide